2-hydroxyethyl-(phenyl)phosphinic acid OCCP(O)(=O)C1=CC=CC=C1